(3S)-3-(morpholin-4-ylmethyl)-1,2,3,4-tetrahydroisoquinoline N1(CCOCC1)C[C@H]1NCC2=CC=CC=C2C1